N1(C=NC=C1)S(=O)(=O)C1=CC=C(C=C1)NC(COC=1N=C(C2=C(N1)C(=C(N=C2)C2=CC(=CC1=CC=CC(=C21)C#C)O)F)N2C[C@H]1CC[C@@H](C2)N1)=O N-(4-((1H-imidazol-1-yl)sulfonyl)phenyl)-2-((4-((1R,5S)-3,8-diazabicyclo[3.2.1]octan-3-yl)-7-(8-ethynyl-3-hydroxynaphthalen-1-yl)-8-fluoropyrido[4,3-d]pyrimidin-2-yl)oxy)acetamide